1-(3-(2-methoxyphenyl)-1-((2-(trimethylsilyl)ethoxy)methyl)-1H-pyrrolo[2,3-b]pyridin-6-yl)-3-(2-morpholinoethyl)urea COC1=C(C=CC=C1)C1=CN(C2=NC(=CC=C21)NC(=O)NCCN2CCOCC2)COCC[Si](C)(C)C